7-(prop-2-yloxy)-1-(pyrrolidin-3-ylmethoxy)isoquinoline-6-carboxamide CC(C)OC1=C(C=C2C=CN=C(C2=C1)OCC1CNCC1)C(=O)N